2-(2',6'-diisopropylphenyl)-3,3-diphenylisoindoline C(C)(C)C1=C(C(=CC=C1)C(C)C)N1CC2=CC=CC=C2C1(C1=CC=CC=C1)C1=CC=CC=C1